keto-pimelic acid O=C(C(=O)O)CCCCC(=O)O